2-(2-ethylphenyl)azepane-1-carbaldehyde C(C)C1=C(C=CC=C1)C1N(CCCCC1)C=O